1-(4-(3-((4-hydroxy-2-methylphenyl)amino)-1H-pyrazol-5-yl)phenyl)pyrrolidin-2-one OC1=CC(=C(C=C1)NC1=NNC(=C1)C1=CC=C(C=C1)N1C(CCC1)=O)C